12-chloro-1-(difluoromethoxy)-6-methyl-6,7-dihydro-7,14-methanopyrido[4,3-c]pyrido[1',2':1,5]pyrazolo[4,3-f]azocin-5(14H)-one ClC1=CC=2N(N=C3C2C2C4=C(C(N(C3C2)C)=O)C=CN=C4OC(F)F)C=C1